C(C)(C)(C)OC(=O)N1CCC(CC1)COC1=C(C=C(C=C1)CS(N)(=O)=O)[N+](=O)[O-] 4-((2-Nitro-4-sulfamoylmethylphenoxy)methyl)piperidine-1-carboxylic acid tert-butyl ester